C(C)C(C(=O)O)CCCC 2-ethyl-1-hexanoic acid